N'-(2,4-dinitrophenyl)-L-2,3-diaminopropionic acid [N+](=O)([O-])C1=C(C=CC(=C1)[N+](=O)[O-])NC[C@@H](C(=O)O)N